2-((2S)-1-Acryloyl-4-(2-(((S)-1-ethylpyrrolidin-2-yl)methoxy)-7-(7-hydroxy-3,4-dihydroquinolin-1(2H)-yl)-5,6,7,8-tetrahydroquinazolin-4-yl)piperazin-2-yl)acetonitrile C(C=C)(=O)N1[C@H](CN(CC1)C1=NC(=NC=2CC(CCC12)N1CCCC2=CC=C(C=C12)O)OC[C@H]1N(CCC1)CC)CC#N